N=1N(C=C2C1CNC2)C2=CC=C(C=C2)C2=NC1=CC=CC=C1C(=C2)C(CCN)N (2-(4-(5,6-dihydropyrrolo[3,4-c]pyrazol-2(4H)-yl)phenyl)quinolin-4-yl)propane-1,3-diamine